C(C1=CC=CC=C1)OC=1C(=C(C(=C(C1)C)C(=O)O)C)OC 4-(benzyloxy)-3-methoxy-2,6-xylenecarboxylic acid